3,4,5,6-tetrafluorophthalic anhydride FC1=C2C(C(=O)OC2=O)=C(C(=C1F)F)F